O1C(=CC=C1)C1=NN=C(O1)N 5-(2-furyl)-1,3,4-oxadiazol-2-amine